BrC(C(=O)C1=CC=C(C=C1)SC)(C)C 2-bromo-2-methyl-1-[4-(methylsulfanyl)phenyl]propan-1-one